CC=1C=C2C=CN=C(C2=CC1)NC1CC2(CC(C2)OC2=C(C(=O)N)C=CC=N2)C1 2-(((2S,4s,6S)-6-((6-methylisoquinolin-1-yl)amino)spiro[3.3]heptan-2-yl)oxy)nicotinamide